N-({4-amino-3-methyl-1H,3H-furo[3,4-c]quinolin-7-yl}methyl)-N-(1,1-dioxo-2,3-dihydro-1λ6-benzothiophen-7-yl)-6-(trifluoromethyl)pyridine-3-carboxamide NC1=NC=2C=C(C=CC2C2=C1C(OC2)C)CN(C(=O)C=2C=NC(=CC2)C(F)(F)F)C2=CC=CC=1CCS(C12)(=O)=O